5-Ethyl 4-(isopropylamino)thieno[2,3-b]pyridine-5-carboxylate C(C)(C)NC1=C2C(=NC=C1C(=O)OCC)SC=C2